CC(CCC1=CC=CC=C1)N1N=CC(=C1)C1=C2C(=NC=C1)NC=C2 4-[1-(1-methyl-3-phenylpropyl)-1H-pyrazol-4-yl]-1H-pyrrolo[2,3-b]pyridine